benzyl 4-((4-(4-amino-2,6-difluorophenyl)-2,2-dimethylpiperazin-1-yl)methyl)piperidine-1-carboxylate NC1=CC(=C(C(=C1)F)N1CC(N(CC1)CC1CCN(CC1)C(=O)OCC1=CC=CC=C1)(C)C)F